ClC1=CC(=CC(=N1)N[C@@H](CO)C)I (2R)-2-[(6-chloro-4-iodopyridin-2-yl)amino]propan-1-ol